2,6-dimethyl-2,4-heptadienoic acid CC(C(=O)O)=CC=CC(C)C